C(C)(C)C=1C=C(C=C(C1)C(C)C)C[Zr](C(=C)C1CCCCC1)(C1C2=CC(=CC=C2C=2C=CC(=CC12)C(C)(C)C)C(C)(C)C)C1C=CC=C1 (3,5-Diisopropylphenyl)(cyclohexyl)methylene(cyclopentadienyl)(2,7-di-tert-butylfluoren-9-yl)dimethylzirconium